2-(bis(3-methoxybenzyl)amino)-5-methylthiazole-4-carboxylic acid methyl ester COC(=O)C=1N=C(SC1C)N(CC1=CC(=CC=C1)OC)CC1=CC(=CC=C1)OC